N-(4-bromopyridin-2-yl)-2-methyl-2,7-diazaspiro[3.5]nonane-7-carboxamide BrC1=CC(=NC=C1)NC(=O)N1CCC2(CN(C2)C)CC1